2-(4-((3-benzyl-9-methyl-4H,6H-thieno[2,3-e][1,2,4]triazolo[3,4-c][1,4]oxazepin-2-yl)ethynyl)-1H-pyrazol-1-yl)ethan-1-ol C(C1=CC=CC=C1)C1=C(SC=2N3C(COCC21)=NN=C3C)C#CC=3C=NN(C3)CCO